C[C@H]1CCC(N(C1)C(C(=O)NC=1C2=C(C=NC1)C=NN2)=O)C=2C=CC1=C(N=C(S1)C1CCN(CC1)C)C2 2-[(5S)-5-methyl-2-[2-(1-methyl-4-piperidyl)-1,3-benzothiazol-5-yl]-1-piperidyl]-2-oxo-N-(1H-pyrazolo[4,3-c]pyridin-7-yl)acetamide